ClC1=CC=C(S1)C1=C(C=C(C=C1)S(=O)(=O)C)NS(=O)(=O)C=1C=C(C(=O)O)C=CC1C1CC1 3-(N-(2-(5-chlorothiophen-2-yl)-5-(methylsulfonyl)phenyl)sulfamoyl)-4-cyclopropylbenzoic acid